8-hydroxyadenosine OC=1N([C@H]2[C@H](O)[C@H](O)[C@@H](CO)O2)C=2N=CN=C(C2N1)N